S-(trifluoromethyl)dibenzothiophene trifluoromethanesulfonate FC(S(=O)(=O)O)(F)F.FC(S1C2=C(C3=C1C=CC=C3)C=CC=C2)(F)F